C-(1-methyl-piperidin-4-yl)-methylamine CN1CCC(CC1)CN